2-(benzo[b]thiophen-2-yl)-4-hydroxy-5-methoxyisophthalonitrile S1C2=C(C=C1C1=C(C#N)C=C(C(=C1C#N)O)OC)C=CC=C2